NC1=NC=CC=C1C1=NC=2C(=NC(=CC2)C2=CC=CC=C2)N1C=1C=CC(=NC1)N1CC(CCC1)C(=O)O 1-(5-(2-(2-aminopyridin-3-yl)-5-phenyl-3H-imidazo[4,5-b]pyridin-3-yl)pyridin-2-yl)piperidine-3-carboxylic acid